O1CC(CC1)OC=1C=C(C=O)C=CC1 3-((Tetrahydrofuran-3-yl)oxy)benzaldehyde